(2S,4r)-1-[(2S)-2-(4-cyclopropyl-triazol-1-yl)-3,3-dimethyl-butyryl]-4-hydroxy-N-[1-[p-tolyl-(1,2,4-triazol-1-yl)methyl]propyl]pyrrolidine-2-carboxamide C1(CC1)C=1N=NN(C1)[C@H](C(=O)N1[C@@H](C[C@H](C1)O)C(=O)NC(CC)C(N1N=CN=C1)C1=CC=C(C=C1)C)C(C)(C)C